tert-butyl (6aR,8R)-2-(3,5-difluoro-2-hydroxyphenyl)-8-(4-formylphenoxy)-6a,7,8,9-tetrahydropyrrolo[1',2':4,5]pyrazino-[2,3-c]pyridazine-5(6H)-carboxylate FC=1C(=C(C=C(C1)F)C=1C=C2C(=NN1)N(C[C@@H]1N2C[C@@H](C1)OC1=CC=C(C=C1)C=O)C(=O)OC(C)(C)C)O